ClC1=CC(=C(C2=C1OC(O2)(C)C2CCC(CC2)N2CC(C2)OC)C)C(=O)NCC=2C(NC(=CC2SC)C)=O 7-CHLORO-2-(4-(3-METHOXYAZETIDIN-1-YL)CYCLOHEXYL)-2,4-DIMETHYL-N-((6-METHYL-4-(METHYLTHIO)-2-OXO-1,2-DIHYDROPYRIDIN-3-YL)METHYL)BENZO[D][1,3]DIOXOLE-5-CARBOXAMIDE